C(C)(C)(C)OC(NC1=NC(=NC(=C1)NC1=C(C=CC=C1)OC)C(NC1=CC=CC=C1)=O)=O (6-((2-methoxyphenyl)amino)-2-(phenylcarbamoyl)pyrimidin-4-yl)carbamic acid tert-butyl ester